FC(C1=CC=C(C=C1)NC(=O)N1CC2(CCN(C2)C(=O)OC(C)(C)C)CC1)(F)F tert-Butyl 7-{[4-(trifluoromethyl)phenyl]carbamoyl}-2,7-diazaspiro[4.4]nonane-2-carboxylate